ClC1=CC=C(C=C1)C(N1CCN(CC1)C(C1=C(C=CC=C1)O)C1=CC=C(C=C1)C)C1=CC=CC=C1 2-((4-((4-chlorophenyl)(phenyl)methyl)piperazin-1-yl)(p-tolyl)methyl)phenol